[Na].NC1=CC=C(C=2C=CC=C(C12)S(=O)(=O)O)S(=O)(=O)O 4-amino-1,5-naphthalenedisulfonic acid sodium